OC1=C(C(=C(C(=O)NCCN[C]C(C2=CC=CC=C2)=O)C=C1)O)O Trihydroxy-N-(2-((2-oxo-2-phenyl-1λ2-ethyl)amino)ethyl)benzamide